N-{[4-(piperidine-1-sulfonyl)phenyl]methyl}-1H-pyrrolo[2,3-c]pyridine N1(CCCCC1)S(=O)(=O)C1=CC=C(C=C1)CN1C=CC=2C1=CN=CC2